N1C=CC=2CC=CCC12 4,7-dihydro-1H-indole